n-octadecyl itaconate C(C(=C)CC(=O)[O-])(=O)OCCCCCCCCCCCCCCCCCC